7-β-D-ribofuranosyl-theophylline [C@@H]1([C@H](O)[C@H](O)[C@H](O1)CO)N1C=NC=2N(C(N(C)C(C12)=O)=O)C